C(C1CO1)N(C1=CC(=C(OC2=CC=C(C=C2)C(C)(C)C2=CC=C(C=C2)OC2=C(C=C(C=C2)N(CC2CO2)CC2CO2)C(F)(F)F)C=C1)C(F)(F)F)CC1CO1 N,N,N',N'-tetraglycidyl-2,2-bis[4-(2-trifluoromethyl-4-aminophenoxy)phenyl]propane